(S)-1-(1-acetylazetidin-3-yl)-3-(isoquinolin-4-yl)-2-oxoimidazolidine-4-carbonitrile C(C)(=O)N1CC(C1)N1C(N([C@@H](C1)C#N)C1=CN=CC2=CC=CC=C12)=O